[Si](C)(C)(C(C)(C)C)OCCN1CCC(CC1)C=1C=CC2=C(NC(=N2)NC2=NC3=CC=C(C=C3C=C2)C#N)C1 2-((6-(1-(2-((tert-butyldimethylsilyl)oxy)ethyl)piperidin-4-yl)-1H-benzo[d]imidazol-2-yl)amino)quinoline-6-carbonitrile